N-(2,1,3-benzothiadiazol-5-yl)-6-fluoro-1H-indole-3-sulfonamide N=1SN=C2C1C=CC(=C2)NS(=O)(=O)C2=CNC1=CC(=CC=C21)F